C1(CC[C@H](C)O1)=O (S)-γ-valerolactone